[N+](=O)([O-])C1=C(C=CC=C1)B(O)O 2-nitrophenylboronic acid